C(C)(C)(C)OC(=O)N1C(C(CC1)N(C)C1=NC(=NC2=C(C(=C(C=C12)Cl)Br)I)Cl)C 3-((7-bromo-2,6-dichloro-8-iodoquinazolin-4-yl)(methyl)amino)-2-methylpyrrolidine-1-carboxylic acid tert-butyl ester